O1CCC2C3=C(CN(CC2)C(=O)OC(C)(C)C)C=CC=C13 tert-Butyl 2,3,3a,4,5,7-hexahydro-6H-chromeno[5,4-cd]azepine-6-carboxylate